[1,4]Dioxin-6-carbaldehyde O1C=COC=C1C=O